octahydro-pyrazino[2,1-c][1,4]oxazine C1OCCN2C1CNCC2